(S)-tert-butyl (1-(3,5-difluorophenyl)ethyl)carbamate FC=1C=C(C=C(C1)F)[C@H](C)NC(OC(C)(C)C)=O